(2R,3S,4R,5R)-5-cyano-2-((2-cycloheptylacetoxy)methyl)-5-(4-(2-ethylbutanamido)pyrrolo[2,1-f][1,2,4]triazin-7-yl)-4-hydroxytetrahydrofuran-3-yl (R)-2-amino-3,3-dimethylbutanoate N[C@@H](C(=O)O[C@@H]1[C@H](O[C@]([C@@H]1O)(C1=CC=C2C(=NC=NN21)NC(C(CC)CC)=O)C#N)COC(CC2CCCCCC2)=O)C(C)(C)C